ClC1=NC(=CC=C1C(=O)N1CCN(CC1)C=1OC=2C(=NC(=CC2)C)N1)OCC1(CC1)C(F)(F)F [2-chloro-6-[[1-(trifluoromethyl)cyclopropyl]methoxy]-3-pyridyl]-[4-(5-methyloxazolo[4,5-b]pyridin-2-yl)piperazin-1-yl]methanone